NCCNC1=CC=C(C=N1)CNC(=O)NC=1SC=C(N1)C(C)(C)C1=CC=C(C=C1)OC 1-((6-((2-aminoethyl)amino)pyridin-3-yl)methyl)-3-(4-(2-(4-methoxyphenyl)propan-2-yl)thiazol-2-yl)urea